NC(CC(=O)O)C(NC(C)C(CCCCC)C)=O 3-amino-3-[(3-methyloctan-2-yl)carbamoyl]propionic acid